C1=CC=CC=2C1=C1C=3C=CC=CC3N=C1C=1C2C=CC(C1)C1=CC=C(C=C1)OP(O)(O)=O [4-(7H-dibenzocarbazole-7-yl)phenyl]phosphoric acid